ClC=1C=C2C=CN=CC2=CC1C=1C=NN(C1)C 6-chloro-7-(1-methyl-1H-pyrazol-4-yl)isoquinoline